3-(5-((2,3-difluoro-6-(2-morpholinothiazol-4-yl)phenoxy)methyl)-4-fluoro-1-oxoisoindolin-2-yl)piperidine-2,6-dione FC1=C(OCC=2C(=C3CN(C(C3=CC2)=O)C2C(NC(CC2)=O)=O)F)C(=CC=C1F)C=1N=C(SC1)N1CCOCC1